O1C2(OCC1)C1CCCCC1C2 spiro[bicyclo[4.2.0]octane-7,2'-[1,3]dioxolan]